FC(C(F)(F)F)([Si](Cl)(Cl)Cl)C(C(C(C(C(C(C(C(F)(F)F)(F)F)(F)F)(F)F)(F)F)(F)F)(F)F)(F)F perfluorooctyl-ethyl-trichlorosilane